CC1(C2=CC=CC=C2C=2C=C(C(=CC12)NC1=CC=CC=C1)C1=CC=CC=C1)C 9,9-dimethyl-N,3-diphenyl-9H-fluoren-2-amine